NC1=NC=NN2C1=C(C=C2C=2C=CC(=NC2)OC)CN2CCC(CC2)(F)F 5-{4-amino-5-[(4,4-difluoropiperidin-1-yl)methyl]pyrrolo[2,1-f][1,2,4]triazin-7-yl}-2-methoxypyridine